iridium(III) (Hexafluorophosphate) F[P-](F)(F)(F)(F)F.[Ir+3].F[P-](F)(F)(F)(F)F.F[P-](F)(F)(F)(F)F